C(C)(=O)N1CC(CC1)ONC([C@H](C)OC1=CC=C(C=C1)Cl)=O (2S)-N-[(1-acetylpyrrolidin-3-yl)oxy]-2-(4-chlorophenoxy)propanamide